C(C)(C)(C)OC(=O)NC1CCC(CC1)S=C(C)[O-] S-((1s,4s)-4-((tert-butoxycarbonyl)amino)cyclohexyl)ethanethioate